4-chlorobenzoic acid-(docosahexenamidoethyl) ester C(C=CC=CC=CC=CC=CC=CCCCCCCCCC)(=O)NCCOC(C1=CC=C(C=C1)Cl)=O